6-(4-(piperazine-1-carbonyl)phenyl)indolin-2-one N1(CCNCC1)C(=O)C1=CC=C(C=C1)C1=CC=C2CC(NC2=C1)=O